5-Hydrazinopyrazine-2-carboxylic acid N(N)C=1N=CC(=NC1)C(=O)O